2-(5-bromo-3-(difluoromethyl)pyridin-2-yl)-N-methoxy-N-methyl-2H-1,2,3-triazole-4-carboxamide BrC=1C=C(C(=NC1)N1N=CC(=N1)C(=O)N(C)OC)C(F)F